NC=1N=NC(=CC1N1CC(C1)OC1=CC=C(C(=O)N2CCN(CC2)C(CCCCCCCCCNC2=C3C(N(C(C3=CC=C2)=O)C2C(NC(CC2)=O)=O)=O)=O)C=C1)C1=C(C=CC=C1)O 4-[[10-[4-[4-[1-[3-amino-6-(2-hydroxyphenyl)pyridazin-4-yl]azetidin-3-yl]oxybenzoyl]piperazin-1-yl]-10-oxo-decyl]amino]-2-(2,6-dioxo-3-piperidyl)isoindoline-1,3-dione